4-[1-[4-(5-Hydroxypyridin-3-yl)phenyl]ethyl]piperazin OC=1C=C(C=NC1)C1=CC=C(C=C1)C(C)N1CCNCC1